5-Bromo-2-(perfluoroethyl)imidazo[1,2-a]pyridine BrC1=CC=CC=2N1C=C(N2)C(C(F)(F)F)(F)F